C(C)(C)(C)OC(=O)N1CCN(CC1)C1=CC=C(C=C1)C=1C=C2C(=NC1)C(=CO2)C2=CC=C(C=C2)F.C(CCCCCCC\C=C/CCCCCCCC)(=O)O.[Tm] thulium oleic acid tert-butyl-4-(4-(3-(4-fluorophenyl)furo[3,2-b]pyridin-6-yl)phenyl)piperazine-1-carboxylate